BrC1=C(C=CC=2NC(N(C21)C)=O)OC 4-bromo-5-methoxy-3-methyl-1H-benzimidazol-2-one